lauroylsulfate C(CCCCCCCCCCC)(=O)OS(=O)(=O)[O-]